OC(CC(=O)O)(CC(=O)O)C(=O)O.CN(C)CC=1C(=NN(C1)C1=NC(=NC=C1)NC=1C(=CC(=C(C1)NC(C=C)=O)N1CCOCC1)OC)C1=CC=CC=C1 N-(5-(4-(4-((dimethylamino)methyl)-3-phenyl-1H-pyrazol-1-yl)pyrimidin-2-ylamino)-4-methoxy-2-morpholinophenyl)acrylamide 2-hydroxypropane-1,2,3-tricarboxylate